1-(2-(2-bromophenyl)pyrrolidin-1-yl)-2,2,2-trifluoroethan BrC1=C(C=CC=C1)C1N(CCC1)CC(F)(F)F